N-((4,4-difluoro-6-methylpiperidin-3-yl)methyl)methanesulfonamide FC1(C(CNC(C1)C)CNS(=O)(=O)C)F